BrC1=CC(=CC=C1)CS(=O)C 1-bromo-3-((methylsulfinyl)methyl)benzene